tert-butyl (1S)-8-hydroxy-1-((1-hydroxy-3-oxoisoindolin-2-yl)methyl)-3,4-dihydroisoquinoline-2(1H)-carboxylate OC=1C=CC=C2CCN([C@@H](C12)CN1C(C2=CC=CC=C2C1=O)O)C(=O)OC(C)(C)C